C1(CC1)C1=NOC(=C1)NC([C@@H]([C@H]1CC(CC1)(F)F)C1=CC(=C(C=C1)C#N)C#N)=O (S)-N-(3-cyclopropylisoxazol-5-yl)-2-(3,4-dicyanophenyl)-2-((R)-3,3-difluorocyclopentyl)acetamide